6-(5-chloro-2-(((1R,2S,3R,5R)-2-hydroxy-6,8-dioxabicyclo[3.2.1]octan-3-yl)amino)pyrimidin-4-yl)-4-fluoro-2-(2-hydroxypropan-2-yl)-1-isopropyl-1H-indole-3-carbonitrile ClC=1C(=NC(=NC1)N[C@H]1[C@@H]([C@H]2CO[C@@H](C1)O2)O)C2=CC(=C1C(=C(N(C1=C2)C(C)C)C(C)(C)O)C#N)F